OC=1C=C(C=CC1)\C=C/C(=O)C1=C(C=CC=C1)OCC1=CC=CC=C1 (Z)-3-(3-Hydroxyphenyl)-1-(2-phenylmethoxyphenyl)prop-2-en-1-one